3-(2-(3-oxo-3-(4-(5-(trifluoromethyl)pyrimidin-2-yl)piperazin-1-yl)propoxy)ethyl)-1-(trifluoromethyl)-6,7-dihydroimidazo[1,5-a]pyrazin-8(5H)-one O=C(CCOCCC1=NC(=C2N1CCNC2=O)C(F)(F)F)N2CCN(CC2)C2=NC=C(C=N2)C(F)(F)F